[Sn](F)(F)(F)F tin tetrafluoride